Boc-3,5-diiodo-D-tyrosine C(=O)(OC(C)(C)C)N[C@H](CC1=CC(=C(C(=C1)I)O)I)C(=O)O